FC1=C(C(=CC(=C1N)[N+](=O)[O-])F)NCC1=NC=C(C=C1F)C(F)(F)F 2,6-Difluoro-N1-((3-fluoro-5-(trifluoromethyl)pyridin-2-yl)methyl)-4-nitrobenzene-1,3-diamine